Cyclohexane-1,2,4-tricarboxylic acid-1,2-anhydride C12C(CC(CC1)C(=O)O)C(=O)OC2=O